5-(imidazo[1,2-a]pyrimidin-6-yl)-N-((4s,7s)-1-oxaspiro[3.5]nonan-7-yl)-7H-pyrrolo[2,3-d]pyrimidin-2-amine N=1C=CN2C1N=CC(=C2)C2=CNC=1N=C(N=CC12)NC1CCC2(CCO2)CC1